FC=1C=C(C=C(C1OC)NS(=O)(=O)CCC)C1=CN=C2N1C=C(N=C2NC)C(=O)NC 3-(3-fluoro-4-methoxy-5-(propylsulfonamido)phenyl)-N-methyl-8-(methylamino)imidazo[1,2-a]pyrazine-6-carboxamide